methyl (1S,4s)-4-{2-[(R)-2-(m-fluorophenyl)-2-hydroxyethylamino]-2-methylpropyl}cyclohexanecarboxylate FC=1C=C(C=CC1)[C@H](CNC(CC1CCC(CC1)C(=O)OC)(C)C)O